N1(N=NC=C1)CC12CC(CC(N1C(=O)OC(C)(C)C)C2)C tert-butyl cis-1-((1H-1,2,3-triazol-1-yl)methyl)-3-methyl-6-azabicyclo[3.1.1]heptane-6-carboxylate